C1N(CCC2=CC=CC=C12)CC1N(CCC(C1)O)C1(C(C=C(C=C1)C=O)NC1COC1)C 4-(((3,4-dihydroisoquinolin-2(1H)-yl)methyl)-4-hydroxypiperidin-1-yl)(4-methyl-3-(oxetan-3-ylamino)phenyl)methanone